(3S,4R)-4-HYDROXY-N,N-BIS(4-METHOXYBENZYL)-2-METHYLHEPT-6-ENE-3-SULFONAMIDE O[C@@H]([C@H](C(C)C)S(=O)(=O)N(CC1=CC=C(C=C1)OC)CC1=CC=C(C=C1)OC)CC=C